OC=1C(C2=C(C=C(C=3C[C@H]4C([C@H](CC[C@@]4(OC23)C)O)(C)C)O)OC1C1=CC=C(C=C1)O)=O (7aS,9S,11aS)-2,6,9-trihydroxy-3-(4-hydroxyphenyl)-8,8,11a-trimethyl-7a,8,9,10,11,11a-hexahydro-1H,7H-pyrano[2,3-c]xanthen-1-one